1-(((R)-7-((2S,4R)-2-(2,3-difluorophenyl)-4-(methylamino)piperidine-1-carbonyl)-7-azaspiro[4.5]dec-10-yl)methyl)-4-(2-methoxyphenyl)pyridin-2(1H)-one FC1=C(C=CC=C1F)[C@H]1N(CC[C@H](C1)NC)C(=O)N1CC2(CCCC2)[C@@H](CC1)CN1C(C=C(C=C1)C1=C(C=CC=C1)OC)=O